Ethyltrimethylcyclopentene C(C)C1(C(=C(CC1)C)C)C